C(C)(C)(C)OC(=O)NC=1C(=C(C=C2C=C(N=CC12)NC=1C=C2CCN(CC2=CC1)C)C1=C(C2=C(OCCN2C(=O)[O-])N=C1)C)F 7-(8-((tert-butoxycarbonyl)amino)-7-fluoro-3-((2-methyl-1,2,3,4-tetrahydroisoquinolin-6-yl)amino)isoquinoLin-6-yl)-8-methyl-2,3-dihydro-1H-pyrido[2,3-b][1,4]oxazine-1-carboxylate